tert-butyl 1'-(1-(2,6-dioxopiperidin-3-yl)-3-methyl-2-oxo-2,3-dihydro-1H-benzo[d]imidazol-5-yl)-[1,4'-bipiperidine]-4-carboxylate O=C1NC(CCC1N1C(N(C2=C1C=CC(=C2)N2CCC(CC2)N2CCC(CC2)C(=O)OC(C)(C)C)C)=O)=O